OC(CN(C1=CC=C(OCCCOC2=CC=C(C=C2)N(CC(CCl)O)CC(CCl)O)C=C1)CC(CCl)O)CCl N,N,N',N'-tetrakis(2-hydroxy-3-chloropropyl)-1,3-bis(4-aminophenoxy)propane